N-methyl-N-(4-chloro-3-(trifluoromethyl)phenyl)carbamoyl chloride CN(C(=O)Cl)C1=CC(=C(C=C1)Cl)C(F)(F)F